1-(1-oxo-1,2-dihydroisoquinolin-5-yl)-5-(trifluoromethyl)-N-(5-(trifluoromethyl)pyridin-3-yl)-1H-pyrazole-4-carboxamide O=C1NC=CC2=C(C=CC=C12)N1N=CC(=C1C(F)(F)F)C(=O)NC=1C=NC=C(C1)C(F)(F)F